C(=CC)C1=C(C=CC=C1)OC#N 2-(Propenyl)cyanatobenzol